COC(C(=O)O)CC1=NN(C=C1)C 2-Methoxy-3-(1-methyl-1H-pyrazol-3-yl)propanoic acid